C(C)OC(=O)C1=C(C=2N(N=C1)C=C(C2)Cl)OS(=O)(=O)C(F)(F)F 6-chloro-4-(trifluoromethanesulfonyl-oxy)pyrrolo[1,2-b]pyridazine-3-carboxylic acid ethyl ester